N-{1-[3-(1H-pyrazol-1-yl)phenyl]ethyl}acetamide titanium [Ti].N1(N=CC=C1)C=1C=C(C=CC1)C(C)NC(C)=O